N1CCC(CC1)N1N=CC(=C1)C1=CC=C(C=C1)N(C(C)=O)C1CCC(CC1)NC1=NC2=CC=CC=C2C=N1 N-(4-(1-(piperidin-4-yl)-1H-pyrazol-4-yl)phenyl)-N-((1r,4r)-4-(quinazolin-2-ylamino)cyclohexyl)acetamide